BrC[C@H]1[C@@H](C1)CC |r| rac-(1r,2r)-1-(bromomethyl)-2-ethylcyclopropane